1-(benzyloxy)-3-(butan-2-yl)benzene C(C1=CC=CC=C1)OC1=CC(=CC=C1)C(C)CC